{3-(ethylsulfonyl)-6-[4-(trifluoromethyl)-1H-pyrazol-1-yl]pyridin-2-yl}-3-methyl-6-(trifluoromethyl)-3H-imidazo[4,5-b]pyridine C(C)S(=O)(=O)C=1C(=NC(=CC1)N1N=CC(=C1)C(F)(F)F)C1=NC=2C(=NC=C(C2)C(F)(F)F)N1C